ClC1=CC(=C(OCC=2C=NC=C(C#N)C2)C=C1OCC=1C(=C(C=CC1)C1=C(C(=CC=C1)C1=CC=C(C=C1)OCC(OCC)OCC)C)C)C=O 5-((4-chloro-5-((4''-(2,2-diethoxyethoxy)-2,2'-dimethyl-[1,1':3',1''-terphenyl]-3-yl)methoxy)-2-formylphenoxy)methyl)nicotinonitrile